N=1C=C(N2C1C=CC=C2)C2=NSC(=C2C(F)(F)F)C(=O)OC methyl 3-(imidazo[1,2-a]pyridin-3-yl)-4-(trifluoromethyl)isothiazole-5-carboxylate